di(naphthyl)(naphthyl)(biphenylyl)indolocarbazole C1(=CC=CC2=CC=CC=C12)C=1C(=C(C(=C2C1N=C1C=CC3=C4C=CC=CC4=NC3=C12)C1=C(C=CC=C1)C1=CC=CC=C1)C1=CC=CC2=CC=CC=C12)C1=CC=CC2=CC=CC=C12